phenyl-methyl-vinyl-ethoxysilane C1(=CC=CC=C1)[Si](OCC)(C=C)C